1-(5-((2-(trifluoromethyl)pyridin-3-yl)thio)-1H-imidazo[4,5-b]pyrazin-2-yl)piperidin-4-ol FC(C1=NC=CC=C1SC=1N=C2C(=NC1)NC(=N2)N2CCC(CC2)O)(F)F